B(F)(F)F.FC(C(=O)[O-])(F)F.[Li+] lithium trifluoroacetate boron trifluoride